C(C)(=O)C1=NN(C2=CC=C(C=C12)C=1C=NC(=NC1)N(C)C)CC(=O)OC(C)(C)C tert-Butyl 2-(3-acetyl-5-(2-(dimethylamino)pyrimidin-5-yl)-1H-indazol-1-yl)acetate